SCC1(SCSCC1)CS bis(mercaptomethyl)-1,5-dithiane